CC(C(N(C(CCCCCCCCCCCCCCC)=O)C)(C)C)CNCCCCNCCCN tetramethyl-palmitoyl-spermine